BrC=1C=C2N=CC(=NC2=CC1)C1=CCC(CC1)OC 6-bromo-2-(4-methoxycyclohexen-1-yl)quinoxaline